F[C@H]1[C@@H](CN(CC1)C1=CC=C(C=C1)NC1=NC=C(C(=N1)N1C(CCC1)C)C(F)(F)F)O (3R,4R)-4-fluoro-1-(4-{[4-(2-methylpyrrolidin-1-yl)-5-(trifluoromethyl)pyrimidine-2-yl]amino}phenyl)piperidin-3-ol